bis[6-amino-2-oxo-3-(β-D-ribofuranosyl)-2,3-dihydropyrimidin-1-ium-1-yl]methanediide monohydrochloride Cl.NC=1C=CN(C([N+]1[C-2][N+]=1C(N(C=CC1N)[C@H]1[C@H](O)[C@H](O)[C@H](O1)CO)=O)=O)[C@H]1[C@H](O)[C@H](O)[C@H](O1)CO